C(C1=CC=CC=C1)OC1=C(C(=CC=C1)CBr)OC 1-benzyloxy-3-(bromomethyl)-2-methoxybenzene